ClC1=NC=CC2=C1OC(O2)(F)F 4-chloro-2,2-difluoro-[1,3]Dioxolano[4,5-c]Pyridine